FC1=C(C=CC(=C1)F)C(C)(CN1N=NN=C1)O 2-(2,4-difluorophenyl)-3-(1H-tetrazol-1-yl)propan-2-ol